FC=1C(=C2C=CNC2=CC1)N1C(NC(CC1)=O)=O 1-(5-Fluoro-1H-indol-4-yl)dihydropyrimidine-2,4(1H,3H)-dione